OC1C=2N(CCCC1)N=C1C2CN(CC1)C(=O)OC(C)(C)C tert-Butyl 11-hydroxy-3,4,8,9,10,11-hexahydro-1H-pyrido[4',3':3,4]pyrazolo[1,5-a]azepine-2(7H)-carboxylate